3-Amino-6-((1S,3S)-4'-chloro-3-cyano-3-methyl-1',2'-dihydrospiro[cyclopentane-1,3'-pyrrolo[2,3-b]pyridin]-5'-yl)-N,N-dimethylpicolinamide NC=1C(=NC(=CC1)C=1C(=C2C(=NC1)NC[C@@]21C[C@@](CC1)(C)C#N)Cl)C(=O)N(C)C